(S)-6-((S)-5H-imidazo[5,1-a]isoindol-5-yl)-7,8-dihydroquinolin-5(6H)-one C=1N=CN2C1C1=CC=CC=C1[C@@H]2[C@H]2C(C=1C=CC=NC1CC2)=O